BrCC1=NC=CC(=C1)C1=NOC(=N1)[C@H](C)NC(=O)C=1N(N=C(C1)C(F)(F)F)C N-[(1S)-1-[3-[2-(bromomethyl)-4-pyridyl]-1,2,4-oxadiazol-5-yl]ethyl]-2-methyl-5-(trifluoromethyl)pyrazole-3-carboxamide